FC1=C(CNC2=C(C=C(C=C2)C)C)C(=CC=C1)F N-(2,6-difluorobenzyl)-2,4-dimethylaniline